The molecule is an ortho-fused bicyclic hydrocarbon with a structure consisting of decalin hydrogenated across C(7)-C(8) and with methyl groups at C(1) and C(4a) which both have S configuration. It is an ortho-fused bicyclic hydrocarbon and a member of octahydronaphthalenes. C[C@H]1CCC[C@@]2(C1C=CCC2)C